ClC1=C(SC=C1)C1CC2(C1)NC(N(C2=O)C2=CN=CC1=CC=CC=C21)=O 2-(3-chlorothien-2-yl)-7-(isoquinolin-4-yl)-5,7-diazaspiro[3.4]octane-6,8-dione